ClC1=C(C=CC(=C1)CNCC)N1N=CC(=C1)C1=NC(=NC=C1C#N)NC1CCN(CC1)S(=O)(=O)C 4-(1-(2-Chloro-4-((ethylamino)methyl)phenyl)-1H-pyrazol-4-yl)-2-((1-(methylsulfonyl)piperidin-4-yl)amino)pyrimidine-5-carbonitrile